CN1N=CC(=C1C)C(CNC(OC)=O)C1=CC=CC=C1 methyl N-[2-(1,5-dimethylpyrazol-4-yl)-2-phenyl-ethyl]carbamate